ClC1=C(C(=O)NC=2C(=NNC2)C(=O)NC2CCN(CC2)CC=2C=C3C(N(C(C3=CC2)=O)N2C(NC(CC2)=O)=O)=O)C(=CC=C1)Cl 4-(2,6-dichlorobenzoylamino)-N-(1-((2-(2,4-dioxotetrahydropyrimidin-1(2H)-yl)-1,3-dioxoisoindolin-5-yl)methyl)piperidin-4-yl)-1H-pyrazole-3-carboxamide